6-(2-aminoethyl)pyridin NCCC1=CC=CC=N1